C(C)C(C(=O)O)C.C(C(O)C)(=O)OCC ethyl lactate (2-ethylpropionate)